C(C)(C)(C)OC(=O)NCC(C(=O)N[C@H](C(=O)OC)CC1=CN=CN1C)(C)C (S)-methyl 2-(3-((tert-butoxycarbonyl)amino)-2,2-dimethylpropanamido)-3-(1-methyl-1H-imidazol-5-yl)propanoate